(1R,2S,5S)-N-[(1S)-2-amino-2-oxo-1-[[(3S)-2-oxopyrrolidin-3-yl]methyl]ethyl]-3-[(2S)-1-ethylpyrrolidine-2-carbonyl]-6,6-dimethyl-3-azabicyclo[3.1.0]hexane-2-carboxamide NC([C@H](C[C@H]1C(NCC1)=O)NC(=O)[C@@H]1[C@H]2C([C@H]2CN1C(=O)[C@H]1N(CCC1)CC)(C)C)=O